(rac)-tert-butyl ({3-cyano-1-methyl-4-[4-(5-methyl-1,3-benzoxazol-2-yl)piperidin-1-yl]-2-oxo-1,2-dihydroquinolin-7-yl}oxy)acetate C(#N)C=1C(N(C2=CC(=CC=C2C1N1CCC(CC1)C=1OC2=C(N1)C=C(C=C2)C)OCC(=O)OC(C)(C)C)C)=O